Methyl-(2-(4-((tert-butoxycarbonyl)amino)-2-chlorophenyl)thiazole-4-carbonyl)-L-serine CN([C@@H](CO)C(=O)O)C(=O)C=1N=C(SC1)C1=C(C=C(C=C1)NC(=O)OC(C)(C)C)Cl